C1(=CC=CC2=C(C=CC=C12)OCCOC1=C(C2=CC=CC=C2C=C1)C1=C(C=CC2=CC=CC=C12)OCCO)OCCOC1=C(C2=CC=CC=C2C=C1)C1=C(C=CC2=CC=CC=C12)OCCO 2,2'-[naphthalene-1,5-diylbis(oxyethane-2,1-diyloxy[1,1'-binaphthalene]-2',2-diyloxy)]di(ethan-1-ol)